7-methoxy-2-methyl-quinazoline-4-thiol COC1=CC=C2C(=NC(=NC2=C1)C)S